2-(1,3-benzoxazol-2-ylmethylamino)-5-propyl-4H-[1,2,4]triazolo[1,5-a]pyrimidin-7-one O1C(=NC2=C1C=CC=C2)CNC2=NN1C(NC(=CC1=O)CCC)=N2